O(C1=CC=C(C=C1)C=1NC2=CC(=CC=C2C1)C(=O)NC1CCCCC1)C1=CC=C(C=C1)C=1NC2=CC(=CC=C2C1)C(=O)NC1CCCCC1 2,2'-(oxybis(4,1-phenylene))bis(N-cyclohexyl-1H-indole-6-carboxamide)